N-(7-(5-(6-ethoxy-1H-pyrazolo[3',4':3,4]pyrazolo[1,5-a]pyridin-4-yl)pyridin-2-yl)-1,7-diazaspiro[3.5]nonan-1-yl)-2-chloro-6-fluorobenzamide C(C)OC=1C=C(C=2N(C1)N=C1C2C=NN1)C=1C=CC(=NC1)N1CCC2(CCN2NC(C2=C(C=CC=C2F)Cl)=O)CC1